{[4-(dihydroxyboranyl)-7-(pyridin-4-yl)isoquinolin-1-yl]{[(2-methylpropan-2-yl)oxy]carbonyl}amino}carboxylate OB(C1=CN=C(C2=CC(=CC=C12)C1=CC=NC=C1)N(C(=O)OC(C)(C)C)C(=O)[O-])O